2-(phenylsulfonyl)ACETIC ACID C1(=CC=CC=C1)S(=O)(=O)CC(=O)O